7-fluoro-2-benzoyl-1-tetralone FC1=CC=C2CCC(C(C2=C1)=O)C(C1=CC=CC=C1)=O